C(C)OC(=O)C=1C(=CC(N(C1)C[C@@]1(CCN(CC12CCCC2)C(=O)OC(C)(C)C)O)=O)C2=CC=CC=C2 tert-butyl (S)-10-((5-(ethoxycarbonyl)-2-oxo-4-phenylpyridin-1(2H)-yl)methyl)-10-hydroxy-7-azaspiro[4.5]decane-7-carboxylate